NC1C(CN(CC1)C1=C(C(=C(C(=N1)SC(C(=O)N)C1=CC=CC=C1)C#N)CC)C#N)(F)F 2-((6-(4-amino-3,3-difluoropiperidin-1-yl)-3,5-dicyano-4-ethylpyridin-2-yl)sulfanyl)-2-phenylacetamide